C(C1=CC=CC=C1)OC1=CC(=NC=2C=CN=C(C12)C(=O)OC)C1=C(C=C(C=C1)C(C)(C)C)C methyl 4-benzyloxy-2-(4-tert-butyl-2-methyl-phenyl)-1,6-naphthyridine-5-carboxylate